C1=CN=C2C(=N1)C=NN=N2 azapteridine